C(C)(C)N1C(N(C(N(C1=O)C(C)C)=O)C(C)C)=O triisopropyl-isocyanuric acid